5-hydroxycyclohex-2-ene-1,4-dione OC1C(C=CC(C1)=O)=O